C(C=C)(=O)NCCC[N+](CCC(=O)[O-])(C)C 3-((3-ACRYLAMIDOPROPYL)DIMETHYLAMMONIO)-PROPANOATE